ClC1=CC(=C(C=N1)S(=O)(=O)N1CCC(CC1)(C(=O)O)F)C1=C(C=CC(=C1)OC)Cl 1-((6-chloro-4-(2-chloro-5-methoxyphenyl)pyridin-3-yl)sulfonyl)-4-fluoropiperidine-4-carboxylic acid